C(C(C)C)N1CCC(CC1)N1N=C(C(=C1)NC1=NC=C(C(=N1)NCCCN1C(CCCCC1)=O)C(F)(F)F)C 1-(3-((2-((1-(1-isobutylpiperidin-4-yl)-3-methyl-1H-pyrazol-4-yl)amino)-5-(trifluoromethyl)pyrimidin-4-yl)amino)propyl)azepan-2-one